Beta-styryl-Acrylic acid C(=CC1=CC=CC=C1)C=CC(=O)O